3-(4-{2-[4-(Benzothiazol-2-yloxy)-phenyl]-ethyl}-piperazin-1-yl)-propionic acid trifluoromethanesulfonate salt FC(S(=O)(=O)O)(F)F.S1C(=NC2=C1C=CC=C2)OC2=CC=C(C=C2)CCN2CCN(CC2)CCC(=O)O